ClC1=C(C=CC=C1)CC(=O)NC1=CC(=C(C=C1)N1N=C(C(=C1)C)C)S(N)(=O)=O 2-(2-Chlorophenyl)-N-[4-(3,4-dimethyl-1H-pyrazol-1-yl)-3-sulfamoylphenyl]acetamide